BrC1=C(C(=C(C(=C1)F)N1[C@@H]2CO[C@H](C1)C2)F)F (1S,4S)-5-(4-Bromo-2,3,6-trifluoro-phenyl)-2-oxa-5-azabicyclo[2.2.1]heptane